2-amino-3-methyl-N-((1S)-1-(2-oxo-1,2-dihydro-4-pyridinyl)ethyl)-N-((5-(trifluoromethyl)-2-pyridinyl)methyl)-6-quinolinecarboxamide NC1=NC2=CC=C(C=C2C=C1C)C(=O)N(CC1=NC=C(C=C1)C(F)(F)F)[C@@H](C)C1=CC(NC=C1)=O